3-(2,6-diphenylpyridin-4-yl)-2,4,5,6-tetra(10H-phenoxazin-10-yl)benzonitrile C1(=CC=CC=C1)C1=NC(=CC(=C1)C=1C(=C(C#N)C(=C(C1N1C2=CC=CC=C2OC=2C=CC=CC12)N1C2=CC=CC=C2OC=2C=CC=CC12)N1C2=CC=CC=C2OC=2C=CC=CC12)N1C2=CC=CC=C2OC=2C=CC=CC12)C1=CC=CC=C1